2-(4-(2-methoxyphenyl)-6-methylnicotinamido)-4,7-dihydrobenzo[d]thiazol-6-yl trifluoromethanesulfonate FC(S(=O)(=O)OC=1CC2=C(N=C(S2)NC(C2=CN=C(C=C2C2=C(C=CC=C2)OC)C)=O)CC1)(F)F